[Si](C1=CC=CC=C1)(C1=CC=CC=C1)(C(C)(C)C)OC[C@H]1CN(CCN1)C(=O)OC(C)(C)C (R)-tert-Butyl 3-(((tert-butyldiphenylsilyl)oxy)methyl)piperazine-1-carboxylate